(S)-1-(1-(cyclopropylsulfonyl)azetidin-3-yl)-3-(isoquinolin-4-yl)-2-oxoimidazoline-4-carbonitrile C1(CC1)S(=O)(=O)N1CC(C1)N1C(N([C@@H](C1)C#N)C1=CN=CC2=CC=CC=C12)=O